isothiocyanatobenzo[d][1,3]dioxole N(=C=S)C1OC2=C(O1)C=CC=C2